C(C)(C)N1C(N(CC1)C1CC2CN(C1C2)C=2N=C(C(=NC2)C(=O)N)NC2=CC=C(C=C2)C2CCNCC2)=O (6-(3-isopropyl-2-oxoimidazolin-1-yl)-2-azabicyclo[2.2.1]heptan-2-yl)-3-((4-(piperidin-4-yl)phenyl)amino)pyrazine-2-carboxamide